CNC(CC)CC(C)C methyl-(5-methylhex-3-yl)amine